tert-butyl-diphenyl-(4-piperidinyloxy)silane C(C)(C)(C)[Si](OC1CCNCC1)(C1=CC=CC=C1)C1=CC=CC=C1